C(C1=CC=CC=C1)(C1=CC=CC=C1)=NNC1=NC=CC(=C1OC)OC N-(benzhydrylideneamino)-3,4-dimethoxy-pyridin-2-amine